BrC=1C=C(C=CC1)[C@@H](CC(=O)OCC)N[S@@](=O)C(C)(C)C ethyl (3R)-3-(3-bromophenyl)-3-[[(S)-2-methylpropane-2-sulfinyl]amino]propanoate